FC1=C(C=C(C=C1)OC=1C(=C2C=CNC2=C(C1F)F)F)C1=NC(=NN1C)[C@]1(CCOC2=C(C=CC=C12)CCC(=O)O)C 3-[(4S)-4-[5-[2-fluoro-5-[(4,6,7-trifluoro-1H-indol-5-yl)oxy]phenyl]-1-methyl-1,2,4-triazol-3-yl]-4-methyl-chroman-8-yl]propanoic acid